C1(=CC=CC=C1)C=1N=C2N(C=C(C=C2C2=CC=C(C(=O)OC)C=C2)C2=CC=C(C(=O)OC)C=C2)C1 dimethyl 4,4'-(2-phenylimidazo[1,2-a]pyridine-6,8-diyl)dibenzoate